CC1=CC=C(C=C1)S(=O)(=O)OC[C@H]1OC[C@@H](CC1)NS(NC1CC1)(=O)=O ((2S,5R)-5-((N-cyclopropylsulfamoyl)amino)tetrahydro-2H-pyran-2-yl)methyl 4-methylbenzenesulfonate